N1(C=NC=C1)CC1=C(C=C(C=C1)CC(=O)O)I 2-(4-((1H-imidazol-1-yl)methyl)-3-iodophenyl)acetic acid